n-butyl 4-bromo-6-methyl-7-oxo-1-p-toluenesulfonyl-6,7-dihydro-1H-pyrrolo[2,3-c]pyridine-2-carboxylate BrC=1C2=C(C(N(C1)C)=O)N(C(=C2)C(=O)OCCCC)S(=O)(=O)C2=CC=C(C)C=C2